tris-bipyridine dichloride [Cl-].[Cl-].N1=C(C=CC=C1)C1=NC=CC=C1.N1=C(C=CC=C1)C1=NC=CC=C1.N1=C(C=CC=C1)C1=NC=CC=C1